N1(CCC1)[C@H]1CN2C(OC1)=C(C=N2)[S@](=O)(N)=NC(NC2=C1[C@H](CCC1=CC=1CCCC21)C)=O (S,6S)-6-(azetidin-1-yl)-N'-(((S)-3-methyl-1,2,3,5,6,7-hexahydro-s-indacen-4-yl)carbamoyl)-6,7-dihydro-5H-pyrazolo[5,1-b][1,3]oxazine-3-sulfonimidamide